6-(4-((2-(3-methoxyphenyl)-5-oxo-5,6-dihydropyrimido[4,5-d]pyridazin-4-yl)amino)phenyl)-6-azaspiro[2.5]octane-1-carboxylic acid COC=1C=C(C=CC1)C=1N=C(C2=C(C=NNC2=O)N1)NC1=CC=C(C=C1)N1CCC2(CC2C(=O)O)CC1